6-bromo-3,3-bis(6-(((R)-2-hydroxy-4,4-dimethylpentyl)oxy)benzo[d][1,3]dioxol-5-yl)indolin-2-one BrC1=CC=C2C(C(NC2=C1)=O)(C1=CC2=C(OCO2)C=C1OC[C@@H](CC(C)(C)C)O)C1=CC2=C(OCO2)C=C1OC[C@@H](CC(C)(C)C)O